C(C)(C)N1N=NC2=C1C=CC(=C2)C2=NOC(=N2)C2=NC=C(N=C2)C 3-(1-isopropyl-1H-benzo[d][1,2,3]triazol-5-yl)-5-(5-methyl-pyrazin-2-yl)-1,2,4-oxadiazole